Cl.ON=C(N)C1CC1 N'-Hydroxycyclopropanecarboximidamide hydrochloride